C(C=C)NC(COC1=NN(C(=C1Br)C1=CC(=CC=C1)F)C1=NC=CN=C1)=O N-allyl-2-{[4-bromo-5-(3-fluorophenyl)-1-(pyrazin-2-yl)-1H-pyrazol-3-yl]Oxy}acetamide